2-((2S)-4-(4-chloro-2'-(((S)-1-methylpyrrolidin-2-yl)methoxy)-5',8'-dihydro-6'H-spiro[inden-1,7'-quinazolin]-4'-yl)-1-(2-fluoroacryloyl)piperazin-2-yl)acetonitrile ClC1=C2C=CC3(CCC=4C(=NC(=NC4C3)OC[C@H]3N(CCC3)C)N3C[C@@H](N(CC3)C(C(=C)F)=O)CC#N)C2=CC=C1